N1=CC=C(C=C1)OC1CCN(CC1)C(=O)OC(C)(C)C tert-butyl [4-(pyridin-4-yloxy)piperidin-1-yl]formate